1-(2,6-dimethyl-4-(1-(2-methyl-6-(trifluoromethyl)phenyl)azetidin-3-yl)-benzyl)piperidine-4-carboxylic acid CC1=C(CN2CCC(CC2)C(=O)O)C(=CC(=C1)C1CN(C1)C1=C(C=CC=C1C(F)(F)F)C)C